mono-2-hydroxypropyl maleate (mono-2-hydroxypropyl maleate) OC(C/C(/C(=O)O)=C/C(=O)O)C.C(\C=C/C(=O)O)(=O)OCC(C)O